ClC=1C=C(C(=NC1)OC1=C(C(=CC=C1)F)C1=NOC(=C1)C(F)(F)F)F 3-[2-[(5-chloro-3-fluoro-2-pyridinyl)oxy]-6-fluoro-phenyl]-5-(trifluoromethyl)isoxazole